5-hydroxy-1-methyl-3-(trifluoromethyl)-1H-pyrazole OC1=CC(=NN1C)C(F)(F)F